OC1CN(C1)C 3-hydroxy-1-methylazetidine